(5-(4-fluorophenyl)-4,5,6,7-tetrahydrothieno[3,2-c]pyridin-2-yl)boronic acid FC1=CC=C(C=C1)N1CC2=C(CC1)SC(=C2)B(O)O